Cl.N[C@@H](CC#N)C1=NC=C(C=C1)S(=O)(=O)CC (S)-3-Amino-3-(5-(ethylsulfonyl)pyridin-2-yl)propionitrile hydrochloride